3-(1,1-difluoroethyl)isoxazole-4-carboxamide ethyl-2-(2-((5-(3-(aminomethyl)phenyl)-7-methylbenzofuran-3-yl)methoxy)-4-methylphenyl)acetate C(C)OC(CC1=C(C=C(C=C1)C)OCC1=COC2=C1C=C(C=C2C)C2=CC(=CC=C2)CN)=O.FC(C)(F)C2=NOC=C2C(=O)N